5-(3-Bromophenyl)-2-methyl-4-(trifluoromethyl)-5H-indeno[1,2-b]pyridine BrC=1C=C(C=CC1)C1C2=CC=CC=C2C2=NC(=CC(=C21)C(F)(F)F)C